BrC=1N=C2C(=C(C(N(C2=CC1)C)=O)C#N)N1CCN(CC1)CC1=C(C=CC=C1O)F 6-bromo-4-{4-[(2-fluoro-6-hydroxyphenyl)methyl]piperazin-1-yl}-1-methyl-2-oxo-1,2-dihydro-1,5-naphthyridine-3-carbonitrile